CC(C(C(C(C(=O)[O-])CC)CCC)(C)C)(CC)C 3-tetramethylbutyl-2-ethylhexanoate